(3S,4R)-4-isobutyl-3-nitropiperidine C(C(C)C)[C@H]1[C@@H](CNCC1)[N+](=O)[O-]